COC(=O)C=1C=C(CC(C(=O)OC)C(=O)OC)C=CC1 Dimethyl 2-(3-(methoxycarbonyl)benzyl)malonate